CC1(OC1)CC\C=C(\CC\C=C(\CCC=C(C)C)/C)/C 2-methyl-2-((3E,7E)-4,8,12-trimethyltrideca-3,7,11-trien-1-yl)oxirane